C(#N)[C@@H]1[C@@H](O[C@@H]([C@H]1O)CO)N1C(=O)N=C(N)C=C1 1-(2-C-cyano-2-deoxy-β-D-arabino-pentofuranosyl)cytosine